C12CN(CC(CC1)N2)C2=NC(=NC1=C(C(=C(C=C21)C(F)(F)F)C2=CC=C(C=1SC(=C(C12)C#N)N)F)F)OCC1(COCC1)F 4-(4-(3,8-diazabicyclo[3.2.1]oct-3-yl)-8-fluoro-2-((3-fluorotetrahydrofuran-3-yl)methoxy)-6-(trifluoromethyl)quinazolin-7-yl)-2-amino-7-fluorobenzo[b]thiophene-3-carbonitrile